BrC=1N=C(C(=NC1)N)C=1C=NN(C1)C 5-bromo-3-(1-methyl-1H-pyrazol-4-yl)pyrazine-2-amine